C(N)(=O)C1=CC(=NC2=C1N=CN=C2N[C@@H]2CN(CCC2)C(=O)OC(C)(C)C)C2=CC=C(C=C2)CN2C1COCC2C1 tert-butyl (3S)-3-[[8-carbamoyl-6-(4-[3-oxa-6-azabicyclo[3.1.1]heptan-6-ylmethyl]phenyl)pyrido[3,2-d]pyrimidin-4-yl]amino]piperidine-1-carboxylate